FC1=C(C(=C(C(=C1[B-](C1=C(C(=C(C(=C1F)F)F)F)F)(C1=C(C(=C(C(=C1F)F)F)F)F)C1=C(C(=C(C(=C1F)F)F)F)F)F)F)F)F.C1(=CC=CC=C1)[S+](C1=CC=CC=C1)C1=CC=CC=C1 triphenyl-sulfonium tetrakis(pentafluorophenyl)borate